N-tert-Butoxycarbonyl-N-(2-cyano-4-nitro-phenyl)carbamic acid tert-butyl ester C(C)(C)(C)OC(N(C1=C(C=C(C=C1)[N+](=O)[O-])C#N)C(=O)OC(C)(C)C)=O